N=1C=NN2C1C=CC(=C2)C2=CC(=NN2C2=NC(=CC=C2)C)CC(=O)NC2=CC=C(C=C2)C=C 5-([1,2,4]triazolo[1,5-a]pyridin-6-yl)-1-(6-methylpyridin-2-yl)-N-(4-vinylphenyl)-1H-pyrazole-3-carboxyamide